methyl 1-methyl-1H-1,2,3-triazole-5-carboxylate CN1N=NC=C1C(=O)OC